3-(3-(2-((S)-2-methylazetidin-1-yl)-6,7-dihydro-5H-cyclopenta[d]pyrimidin-4-yl)phenyl)isothiazolidine 1,1-dioxide C[C@@H]1N(CC1)C=1N=C(C2=C(N1)CCC2)C=2C=C(C=CC2)C2NS(CC2)(=O)=O